(S)-benzyl 2-(1-bromo-8-chloroimidazo[1,5-a]pyrazin-3-yl)pyrrolidine-1-carboxylate BrC=1N=C(N2C1C(=NC=C2)Cl)[C@H]2N(CCC2)C(=O)OCC2=CC=CC=C2